C1N(CCC2=CC=CC=C12)[C@@H]1CN(C[C@H]1O)C(=O)N1CCC(CC1)NC(O)=O trans-(1-(3-(3,4-Dihydroisoquinolin-2(1H)-yl)-4-hydroxypyrrolidine-1-carbonyl)piperidin-4-yl)carbamic acid